ClC1=C(C(=NC2=CC(=C(C=C12)NC(C)=O)OCC)C)C#N N-(4-chloro-3-cyano-7-ethoxy-2-methylquinolin-6-yl)acetamide